3-(4-(4-amino-3-(4-phenoxyphenyl)-1H-pyrazolo[3,4-d]pyrimidin-1-yl)-3'-fluoro-[1,4'-bipiperidine]-1'-yl)azetidine-1-carboxylic acid tert-butyl ester C(C)(C)(C)OC(=O)N1CC(C1)N1CC(C(CC1)N1CCC(CC1)N1N=C(C=2C1=NC=NC2N)C2=CC=C(C=C2)OC2=CC=CC=C2)F